N-tert-Butyl-3-(hydrazonomethyl)-5,5-dimethyl-5,6-dihydro-4H-cyclopenta[b]thiophene-2-carboxamide C(C)(C)(C)NC(=O)C1=C(C2=C(S1)CC(C2)(C)C)C=NN